N[C@H]1CCC2=C(C(=C(S2)NC(=O)[C@@H]2[C@H](C2)C)C(=O)OCC)C1 Ethyl (5S)-5-amino-2-[[(1S,2S)-2-methylcyclopropanecarbonyl]amino]-4,5,6,7-tetrahydrobenzothiophene-3-carboxylate